3-[[4-(8-chloro-4-methoxy-2-quinolinyl)phenoxy]methyl]benzoic acid ClC=1C=CC=C2C(=CC(=NC12)C1=CC=C(OCC=2C=C(C(=O)O)C=CC2)C=C1)OC